FC1=CC=C2C(=CC=NC2=C1)C1=CC(=C(C=N1)OC[C@](CC(C)C)(N)C)C (S)-1-((6-(7-fluoroquinolin-4-yl)-4-methylpyridin-3-yl)oxy)-2,4-dimethylpentan-2-amine